C1C2(CN3CCCC13)CC2 tetrahydro-1H,3'H-spiro[cyclopropane-1,2'-pyrrolizine]